N,N-bis(9,9-dimethyl-9H-fluoren-2-yl)-9,9'-spirobi[9H-fluorene]-4-amine CC1(C2=CC=CC=C2C=2C=CC(=CC12)N(C1=CC=CC=2C3(C4=CC=CC=C4C12)C1=CC=CC=C1C=1C=CC=CC13)C1=CC=3C(C2=CC=CC=C2C3C=C1)(C)C)C